(S)-N-((R)-1-(4-chlorophenyl)-2,2,2-trifluoroethyl)-N-ethyl-3-methylmorpholine-4-sulfonamide ClC1=CC=C(C=C1)[C@H](C(F)(F)F)N(S(=O)(=O)N1[C@H](COCC1)C)CC